O[C@H]1C[C@@H](O[C@@H]1CO)CN1C(NC(C(=C1)C)=O)=O 1-(((2R,4S,5R)-4-hydroxy-5-(hydroxymethyl)tetrahydrofuran-2-yl)methyl)-5-methylpyrimidine-2,4(1H,3H)-dione